methyl (S)-2-((tert-butoxycarbonyl)amino)-4-((2-methoxyethyl)((1-(2-(5,6,7,8-tetrahydro-1,8-naphthyridin-2-yl)ethyl)cyclopropyl)methyl)amino)butanoate C(C)(C)(C)OC(=O)N[C@H](C(=O)OC)CCN(CC1(CC1)CCC1=NC=2NCCCC2C=C1)CCOC